(R)-3-(2-(4-(2-isopropylphenyl)piperazin-1-yl)ethyl)-8-(methylsulfonyl)-2-oxa-8-azaspiro[4.5]decan-1-one C(C)(C)C1=C(C=CC=C1)N1CCN(CC1)CC[C@@H]1OC(C2(C1)CCN(CC2)S(=O)(=O)C)=O